gamma-(N-ethylamino)propyltrimethoxysilane C(C)NCCC[Si](OC)(OC)OC